ClC=1C(=NC(=NC1)NC1=CC=C(C=C1)N1CCN(CC1)CCOCCOCCC(=O)OC(C)(C)C)NC1=C(C=CC=C1)S(=O)(=O)C(C)C tert-Butyl 3-(2-(2-(4-(4-((5-chloro-4-((2-(isopropylsulfonyl)phenyl)amino) pyrimidin-2-yl)amino)phenyl)piperazin-1-yl)ethoxy)ethoxy)propanoate